N-(4-(trifluoromethyl)benzyl)sulfamide FC(C1=CC=C(CNS(=O)(=O)N)C=C1)(F)F